methyl 2,2-dichloro-3-(2-fluorophenyl)bicyclo[1.1.1]pentane-1-carboxylate ClC1(C2(CC1(C2)C2=C(C=CC=C2)F)C(=O)OC)Cl